benzyl [(2S)-4-chloro-3-oxo-1-phenyl-2-butanyl]carbamate ClCC([C@H](CC1=CC=CC=C1)NC(OCC1=CC=CC=C1)=O)=O